Pyrazolo[1,5-a]pyrimidine-3-carboxylic acid [4-(5-chloro-2-difluoromethoxy-phenyl)-2-(4-methyl-piperazin-1-yl)-thiazol-5-yl]-amide ClC=1C=CC(=C(C1)C=1N=C(SC1NC(=O)C=1C=NN2C1N=CC=C2)N2CCN(CC2)C)OC(F)F